2-(3-(2-(6,7-dimethoxy-2-((tetrahydro-2H-pyran-4-yl)methyl)-1,2,3,4-tetrahydroisoquinolin-1-yl)ethyl)-1H-indol-1-yl)ethan-1-ol COC=1C=C2CCN(C(C2=CC1OC)CCC1=CN(C2=CC=CC=C12)CCO)CC1CCOCC1